FC1=CC=C(C=C1)C(C)C=1C(=NC=C(C(=O)N)C1)NCCN1CCCC1 5-(1-(4-fluorophenyl)ethyl)-6-((2-(pyrrolidin-1-yl)ethyl)amino)nicotinamide